C1(=CC=CC2=CC=CC=C12)S(=O)(=O)O.CN(C1=CC=C(C=CC2=CC(=NC=C2)C)C=C1)C 4-(4-dimethylaminostyryl)picoline naphthalenesulfonate